C1(CCC1)C=1C(=NN(C1NC(OC1CC(C1)(F)F)=O)C)C1=NC=C(C=C1)F 3,3-difluorocyclobutyl (4-cyclobutyl-3-(5-fluoropyridin-2-yl)-1-methyl-1H-pyrazol-5-yl)carbamate